Cl.Cl.N[C@H](C(=O)O)[C@H](CCCB(O)O)CNC(=N)N (2S,3R)-2-amino-6-dihydroxyboryl-3-(guanidinomethyl)hexanoic acid dihydrochloride